7-neopentyl-5,6,7,8-tetrahydro-1,6-naphthyridine-2-sulfonic acid C(C(C)(C)C)C1NCC=2C=CC(=NC2C1)S(=O)(=O)O